(4-methyl-3-{[4-(pyridin-3-yl)pyrimidin-2-yl]amino}phenyl)benzamide CC1=C(C=C(C=C1)C1=C(C(=O)N)C=CC=C1)NC1=NC=CC(=N1)C=1C=NC=CC1